3-(2-(N-methylpiperazinyl)-pyridin-4-yl)-4-(3-sulfamoylphenylethynyl)-5-methyl-pyrazole hydrochloride Cl.CN1C(CNCC1)C1=NC=CC(=C1)C1=NNC(=C1C#CC1=CC(=CC=C1)S(N)(=O)=O)C